7-(6-(trifluoromethyl)nicotinoyl)-3,4-dihydroisoquinoline-2(1H)-carboxylic acid tert-butyl ester C(C)(C)(C)OC(=O)N1CC2=CC(=CC=C2CC1)C(C1=CN=C(C=C1)C(F)(F)F)=O